BrC1=CC=CC(=N1)OCCOCC(C)O 1-[2-[(6-bromo-2-pyridyl)oxy]ethoxy]propan-2-ol